3-[(3R)-1-(2-hydroxyethyl)piperidin-3-yl]azetidin-1-yl-6-methyl-7H-pyrrolo[3,4-d]pyrimidin-5-one OCCN1C[C@H](CCC1)C1CN(C1)C=1N=CC2=C(N1)CN(C2=O)C